Monoisooctyl Methyl Tetrahydrophthalate C(C1C(C(=O)OC)CCC=C1)(=O)OCCCCCC(C)C